ClC1=C(C(=CC=C1)C)NC(=O)C1=CN=C(S1)NC1=NC(=NC(=C1)C)C N-(2-chloro-6-methylphenyl)-2-[(2,6-dimethylpyrimidin-4-yl)amino]-1,3-thiazole-5-carboxamide